ClCC(=O)C1=C(N(C2=CC=CC=C12)C1=CC=C(C#N)C=C1)C 4-[3-(2-Chloro-acetyl)-2-methyl-indol-1-yl]-benzonitrile